CC1=C(C=CC(=C1)C)\C(\C)=N\NC(=O)C1=CC=C(C(=O)N)C=C1 (E)-4-(2-(1-(2,4-dimethylphenyl)ethylidene)hydrazine-1-carbonyl)benzamide